S(=O)(=O)=C1C(C=CC=C1)S(=O)(=O)[O-].[K+] potassium sulfonylbenzenesulfonate